ClC1=NC=CC(=C1)NC(=O)C1=C(N(C(=C1C)C(C(N[C@H](C(F)(F)F)C)=O)=O)C)C (S)-N-(2-Chloropyridin-4-yl)-1,2,4-trimethyl-5-(2-oxo-2-((1,1,1-trifluoropropan-2-yl)amino)acetyl)-1H-pyrrole-3-carboxamide